FC1=C(C(=CC=C1)F)C(C)N1[C@@H](CN(CC1)C1=C(C(N(C=2C=CC(=NC12)C#N)C)=O)C#N)C 8-[(3R)-4-[1-(2,6-Difluorophenyl)ethyl]-3-methylpiperazin-1-yl]-5-methyl-6-oxo-5,6-dihydro-1,5-naphthyridin-2,7-dicarbonitril